methyl (1s,4s)-4-(6-chloro-1H-pyrazolo[3,4-d]pyrimidin-1-yl)cyclohexane-1-carboxylate ClC1=NC=C2C(=N1)N(N=C2)C2CCC(CC2)C(=O)OC